3-(p-tolylnaphthyl)-1H-pyrrole C1(=CC=C(C=C1)C1=C(C2=CC=CC=C2C=C1)C1=CNC=C1)C